ClC=1C(=C(COC2=CC=C(C=C2)C2=NOC(=C2)[C@@H]([C@@](CN2N=CN=C2)(O)C2=C(C=C(C=C2)F)F)C)C=CC1)F (2R,3R)-3-(3-(4-(3-chloro-2-fluorobenzyloxy)phenyl)isoxazol-5-yl)-2-(2,4-difluorophenyl)-1-(1H-1,2,4-triazol-1-yl)butan-2-ol